CC(C)(C)OC(=O)[C@@H](CCC(=O)O)N.Cl D-glutamic acid alpha-tert-butyl ester hydrochloride